CC1(OB(OC1(C)C)C1=CC=C(C=C1)S(=O)(=O)N1CC(C(CC1)NC1=NC=C(C=C1)C(F)(F)F)O)C 1-((4-(4,4,5,5-tetramethyl-1,3,2-dioxaborolan-2-yl)phenyl)sulfonyl)-4-((5-(trifluoromethyl)pyridin-2-yl)amino)piperidin-3-ol